NC(CC(=O)O)C(NC(C)C(NC(CC)(CC)C)=O)=O 3-Amino-3-({1-[(3-methylpentan-3-yl)carbamoyl]ethyl}carbamoyl)propanoic acid